CC1(C2C3C4C=CC(C3C(C1)C2)C4)C(=O)OCC 8-methyl-8-ethoxycarbonyl-tetracyclo[4.4.0.12,5.17,10]dodeca-3-ene